4-amino-5-((tert-butoxycarbonyl)amino)thiazole-2-carboxylic acid ethyl ester C(C)OC(=O)C=1SC(=C(N1)N)NC(=O)OC(C)(C)C